CN(S(=O)(=O)NCC(CO[C@@H]1CC[C@@H](CC1)C1=CC=CC=C1)N1C(C=CC=C1)=O)C 1-{1-[(dimethylsulfamoyl)amino]-3-{[(cis)-4-phenylcyclohexyl]oxy}propan-2-yl}-1,2-dihydropyridin-2-one